5-(3-bromophenyl)isoxazole BrC=1C=C(C=CC1)C1=CC=NO1